benzyl 4-((((1R,3r,5S)-3-((tert-butoxycarbonyl)amino)-8-azabicyclo[3.2.1]octan-8-yl)sulfonyl)methyl)piperidine-1-carboxylate C(C)(C)(C)OC(=O)NC1C[C@H]2CC[C@@H](C1)N2S(=O)(=O)CC2CCN(CC2)C(=O)OCC2=CC=CC=C2